C[Si](O[Si](O[Si](C1=CC=C(C=C1)N)(C)C)(C)C)(C1=CC=C(C=C1)N)C 1,1,3,3,5,5-Hexamethyl-1,5-bis(4-aminophenyl)trisiloxan